(E)-3-cyclopropyl-4-((5-(dimethylamino)thiophen-2-yl)methylene)isoxazol-5(4H)-one C1(CC1)C\1=NOC(/C1=C/C=1SC(=CC1)N(C)C)=O